(S)-2-(tert-butoxycarbonyl-(methyl)amino)-3-methylbutyric acid C(C)(C)(C)OC(=O)N([C@H](C(=O)O)C(C)C)C